COC=1C=C2[C@]3(C(NC2=CC1)=O)[C@@H](C3)C3=CC=C1C(=NNC1=C3)NC3=C(C=CC(=C3)C)OC (1r,2s)-5'-methoxy-2-[3-(2-methoxy-5-methylanilino)-1H-indazol-6-yl]spiro[cyclopropan-1,3'-indol]-2'(1'H)-one